C(C)(=O)N1CCC(CC1)C(=O)N1CC2N(C(C1)C2)C(\C=C\CN(C)C)=O (E)-1-(3-(1-acetylpiperidine-4-carbonyl)-3,6-diazabicyclo[3.1.1]heptan-6-yl)-4-(dimethylamino)but-2-en-1-one